(1s,4s)-4-(ethoxycarbonyl)-1-fluorocyclohexanecarboxylic acid C(C)OC(=O)C1CCC(CC1)(C(=O)O)F